(S)-1-[3-(trifluoromethyl)phenyl]ethanamine hydrochloride Cl.FC(C=1C=C(C=CC1)[C@H](C)N)(F)F